butan-1-amine 2,2,2-trifluoroacetate FC(C(=O)O)(F)F.C(CCC)N